FC1=C(C=C(C=C1)NC(=O)C=1C(=C(N(C1C)C)C(=O)NC(CN1CCOCC1)(C)C)C)C N4-(4-fluoro-3-methylphenyl)-1,3,5-trimethyl-N2-(2-methyl-1-morpholinopropan-2-yl)-1H-pyrrole-2,4-dicarboxamide